C(C)(C)(C)OC(=O)N1C(CCCC1)C1=NC(=CC(=N1)NC1=CC(=CC=C1)OC)C1=CC=CC=C1 [4-(3-Methoxyanilino)-6-phenyl-pyrimidin-2-yl]Piperidine-1-carboxylic acid tert-butyl ester